C(C1=CC=CC=C1)OC=1C=C2CCC(C(C2=CC1)=O)CCC1=C(C=CC=C1)Br 6-(benzyloxy)-2-(2-bromophenethyl)-3,4-dihydronaphthalen-1(2H)-one